Di-tert-butyl 3,3'-((nonanedioylbis(azanediyl))bis(1-oxoisoindoline-4,2-diyl))bis(2,6-dioxopiperidine-1-carboxylate) C(CCCCCCCC(=O)NC1=C2CN(C(C2=CC=C1)=O)C1C(N(C(CC1)=O)C(=O)OC(C)(C)C)=O)(=O)NC1=C2CN(C(C2=CC=C1)=O)C1C(N(C(CC1)=O)C(=O)OC(C)(C)C)=O